CC(C)O Methyl-ethanol